COCCC=1C=C(C=CC1)CC(=O)Cl 2-(3-(2-methoxyethyl)phenyl)acetyl chloride